2-((8-chloro-9,9-dimethyl-9,10-dihydroacridin-3-yl)oxy)-N-methylethan-1-amine ClC=1C=CC=C2NC=3C=C(C=CC3C(C12)(C)C)OCCNC